ClC1=C(C(=CC=C1Cl)F)[C@]1(CNCC1)NC=1C=C2C(N(C=NC2=C(C1)C(F)(F)F)C)=O (R)-6-((3-(2,3-dichloro-6-fluorophenyl)pyrrolidin-3-yl)amino)-3-methyl-8-(trifluoromethyl)quinazolin-4(3H)-one